Ethyl (E)-3-(4-chloro-1-((2-(trimethylsilyl)ethoxy)methyl)-1H-pyrrol-2-yl)acrylate ClC=1C=C(N(C1)COCC[Si](C)(C)C)/C=C/C(=O)OCC